tert-Butyl (3-chloro-4-((3,3-difluorocyclobutyl)methoxy)-2-fluorophenyl)carbamate Tert-butyl-(3-chloro-4-((3,3-difluorocyclobutyl)methoxy)-2-fluorophenyl)carbamate C(C)(C)(C)N(C(O)=O)C1=C(C(=C(C=C1)OCC1CC(C1)(F)F)Cl)F.ClC=1C(=C(C=CC1OCC1CC(C1)(F)F)NC(OC(C)(C)C)=O)F